tert-butyl N-[4-[4-(8-chloroimidazo[1,2-a]pyrazin-3-yl)phenoxy]but-2-ynyl]carbamate ClC=1C=2N(C=CN1)C(=CN2)C2=CC=C(OCC#CCNC(OC(C)(C)C)=O)C=C2